2-((2-amino-4-bromophenyl)amino)-N-methylacetamide NC1=C(C=CC(=C1)Br)NCC(=O)NC